N-[3-(dimethoxymethyl)phenyl]ethanesulfonamide COC(C=1C=C(C=CC1)NS(=O)(=O)CC)OC